N4-(3-(N-Boc-S-methylsulfonimidoyl)pyridin-2-yl)pyrimidine-4,6-diamine C(=O)(OC(C)(C)C)N=S(=O)(C)C=1C(=NC=CC1)NC1=NC=NC(=C1)N